CP(=O)(OOC1CCSC1)C 4-dimethylphosphinyloxyoxytetrahydrothiophene